N-(5-(2-(((1r,4r)-4-(dimethylamino)cyclohexyl)amino)-9H-purin-8-yl)-2-fluorophenyl)-1-(4-fluorophenyl)methanesulfonamide CN(C1CCC(CC1)NC1=NC=C2N=C(NC2=N1)C=1C=CC(=C(C1)NS(=O)(=O)CC1=CC=C(C=C1)F)F)C